ClC1=CC=C(C(=O)N2C(=C(C3=CC(=CC=C23)OC)CC([Se]CC2=CC=CC=C2)=O)C)C=C1 Se-benzyl 2-(1-(4-chlorobenzoyl)-5-methoxy-2-methyl-1H-indol-3-yl)ethane-selenoate